tert-Butyl 4-[3-[4-(3-chloro-4-fluoro-anilino)-7-methoxy-quinazolin-6-yl]oxypropyl]piperazine-1-carboxylate ClC=1C=C(NC2=NC=NC3=CC(=C(C=C23)OCCCN2CCN(CC2)C(=O)OC(C)(C)C)OC)C=CC1F